tertbutyl (3S,4S)-4-[1-(2,6-dibenzyloxy-3-pyridyl)-3-methyl-2-oxo-benzimidazol-5-yl]-3-fluoro-piperidine-1-carboxylate C(C1=CC=CC=C1)OC1=NC(=CC=C1N1C(N(C2=C1C=CC(=C2)[C@H]2[C@@H](CN(CC2)C(=O)OC(C)(C)C)F)C)=O)OCC2=CC=CC=C2